cis-p-coumarate C(\C=C/C1=CC=C(C=C1)O)(=O)[O-]